C1(CCCCC1)N1C(=CC=2C1=C1C(=NC2)NC=C1)C1=NC=CC(=C1)F 1-cyclohexyl-2-(4-fluoropyridin-2-yl)-1,6-dihydrodipyrrolo[2,3-b:2',3'-d]pyridine